C(CCCC)C=1C=C(C=CC1)NC(C1=CC=CC=C1)=O N-(3-pentylphenyl)-benzamide